(S)-3-methoxy-7-amino-2,3,4,5-tetrahydro-benzo[b][1,4]oxazepine-3-ol CO[C@]1(CNC2=C(OC1)C=CC(=C2)N)O